FC=1C(=C(C(=O)OC)C(=CC1C)OC(C)C)O methyl 3-fluoro-2-hydroxy-6-isopropoxy-4-methylbenzoate